N[C@H](C(=O)O)CCCCN1CCCCC1 (S)-2-amino-6-(piperidin-1-yl)hexanoic acid